C(C)(C)(C)OC(CCNCC=1C=C2C(=CN(C2=CC1)C1=NOC(=N1)C1=CC(=C(C=C1)OC(C)C)Cl)F)=O 3-(((1-(5-(3-chloro-4-isopropoxyphenyl)-1,2,4-oxadiazol-3-yl)-3-fluoro-1H-indol-5-yl)methyl)amino)propionic acid tert-butyl ester